OC[C@H](/C=C/C1=CC=C(C=C1)C1=CC=C(C=C1)C1CC(C1)NCC(=O)O)N1C(=NC=C1)[C@H](C)O (3-(4'-((S,E)-4-hydroxy-3-(2-((S)-1-hydroxyethyl)-1H-imidazol-1-yl)but-1-en-1-yl)-[1,1'-biphenyl]-4-yl)cyclobutyl)glycine